Aminoaceton NCC(C)=O